tetramethylammonium nonafluorobutanesulfonate FC(C(C(C(S(=O)(=O)[O-])(F)F)(F)F)(F)F)(F)F.C[N+](C)(C)C